5-[3-(1,3-dimethylpyrazol-4-yl)pyrazolo[1,5-a]pyridin-5-yl]furan-3-carboxylic acid CN1N=C(C(=C1)C=1C=NN2C1C=C(C=C2)C2=CC(=CO2)C(=O)O)C